N[C@](C(=O)O)(CCCCB(O)O)CCNCC(C)C (R)-2-amino-6-borono-2-(2-(isobutylamino)ethyl)hexanoic acid